7-(4'-(1-phenyl-1H-benzo[d]imidazol-2-yl)phenyl)dibenzo[c,H]acridine C1(=CC=CC=C1)N1C(=NC2=C1C=CC=C2)C2=CC=C(C=C2)C2=C1C=CC3=C(C1=NC=1C4=C(C=CC21)C=CC=C4)C=CC=C3